tert-butyl 2-({4-[2-(morpholin-4-yl)acetamido]-3-(trifluoromethyl)phenyl}amino)-5H,6H,7H,8H-pyrido[3,4-d]pyrimidine-7-carboxylate N1(CCOCC1)CC(=O)NC1=C(C=C(C=C1)NC=1N=CC2=C(N1)CN(CC2)C(=O)OC(C)(C)C)C(F)(F)F